C(C)(C)C=1C(=NNC1C=1C=C(C=2N(C1)N=CN2)OC)C2=NC=C(N=C2)C2CCN(CC2)C(CC)CC 6-(4-isopropyl-3-(5-(1-(pent-3-yl)piperidin-4-yl)pyrazin-2-yl)-1H-pyrazol-5-yl)-8-methoxy-[1,2,4]triazolo[1,5-a]pyridine